[Cl-].C(CC)[N+]1=C(C(=CC=C1C1=CC=CC=C1)C(=O)O)C N-propyl-2-methyl-6-phenyl-3-Carboxypyridinium chloride